C(CCCC)N1C(=CC(=C1)C(=O)C1=CC=CC2=CC=CC=C12)C1=C(C=CC=C1)C 1-pentyl-2-(2-methylphenyl)-4-(1-naphthoyl)pyrrole